COC(NC1=NC=CC(=C1)CCC1=CN=C(S1)NC(=O)NC=1N(N=C(C1)C(C)(C)C)C1=CC=C(C=C1)C)=O [4-(2-{2-[3-(5-tert-Butyl-2-p-tolyl-2H-pyrazol-3-yl)-ureido]-thiazol-5-yl}-ethyl)-pyridin-2-yl]-carbamic acid methyl ester